aminoimidazolopyridine NC1=NC2=C(C=CC=N2)N1